N[C@@H](CCCCCC(=O)C=1OC=CN1)C=1NC(=CN1)C1=C(C(=CC=C1)C(F)(F)F)F (7S)-7-amino-7-{5-[2-fluoro-3-(trifluoromethyl)phenyl]-1H-imidazol-2-yl}-1-(1,3-oxazol-2-yl)heptan-1-one